8-bromo-7-methyl-6-nitro-3-((2-(trimethylsilyl)ethoxy)methyl)quinazolin-4(3H)-one BrC=1C(=C(C=C2C(N(C=NC12)COCC[Si](C)(C)C)=O)[N+](=O)[O-])C